3-(4-((1R,5S)-3,8-diazabicyclo[3.2.1]octan-3-yl)-6,8-difluoro-2-(((2R,7aS)-2-fluorotetrahydro-1H-pyrrolizin-7a(5H)-yl)methoxy)quinazolin-7-yl)-5-chloro-4-(trifluoromethyl)phenol [C@H]12CN(C[C@H](CC1)N2)C2=NC(=NC1=C(C(=C(C=C21)F)C=2C=C(C=C(C2C(F)(F)F)Cl)O)F)OC[C@]21CCCN1C[C@@H](C2)F